1,1-bis(hydroxyphenyl)cyclohexane OC1=C(C=CC=C1)C1(CCCCC1)C1=C(C=CC=C1)O